3-aminopyridineamidhydroxamic acid NC=1C(=NC=CC1)C(=O)NN